FS(C=1C=C(C=C(C1)B1OC(C(O1)(C)C)(C)C)S(=O)(=O)C=1C=C(C(=O)NCC(=O)OC(C)(C)C)C=C(C1)B1OC(C(O1)(C)C)(C)C)(F)(F)(F)F tert-butyl (3-((3-(pentafluoro-λ6-sulfanyl)-5-(4,4,5,5-tetramethyl-1,3,2-dioxaborolan-2-yl)phenyl)sulfonyl)-5-(4,4,5,5-tetramethyl-1,3,2-dioxaborolan-2-yl) benzoyl)glycinate